O=S1(NC(C2=C1C=C(C=C2)C(=O)O)=O)=O 1,1,3-trioxo-1,2-benzothiazole-6-carboxylic acid